BrC=1SC=2NC(N(C(C2N1)=O)C1=CN=CC2=CC=CC=C12)=O 2-bromo-6-(4-isoquinolinyl)-4H-thiazolo[5,4-d]pyrimidine-5,7-dione